BrC1=C2C(=C(N(C2=C(C=C1F)C#N)COCC[Si](C)(C)C)C)C 4-bromo-5-fluoro-2,3-dimethyl-1-((2-(trimethylsilyl)ethoxy)methyl)-1H-indole-7-carbonitrile